N-(2-(6-amino-8-((6-(dimethylamino)benzo[d][1,3]dioxol-5-yl)thio)-9H-purin-9-yl)ethyl)pivalamide NC1=C2N=C(N(C2=NC=N1)CCNC(C(C)(C)C)=O)SC1=CC2=C(OCO2)C=C1N(C)C